(E)-4-(4-chlorobut-2-enamido)-3-cyano-N-(3-(6-methylbenzo[d]thiazol-5-yl)phenyl)benzamide ClC/C=C/C(=O)NC1=C(C=C(C(=O)NC2=CC(=CC=C2)C=2C(=CC3=C(N=CS3)C2)C)C=C1)C#N